tert-butyl 8-(5-(methoxymethyl)-2-(pyridin-4-yl) pyrido[3,4-d]pyrimidin-4-yl)-2,8-diazaspiro[4.5]decane-2-carboxylate COCC1=CN=CC=2N=C(N=C(C21)N2CCC1(CCN(C1)C(=O)OC(C)(C)C)CC2)C2=CC=NC=C2